2-(3-(6-methylpyridin-2-yl)-1H-pyrazole-4-yl)-1,5-naphthyridine CC1=CC=CC(=N1)C1=NNC=C1C1=NC2=CC=CN=C2C=C1